N-[(1R,3S)-3-{[6-fluoro-2-(trifluoromethyl)quinolin-4-yl]amino}cyclohexyl]-4-methanesulfonamidobenzamide FC=1C=C2C(=CC(=NC2=CC1)C(F)(F)F)N[C@@H]1C[C@@H](CCC1)NC(C1=CC=C(C=C1)NS(=O)(=O)C)=O